BrC=1N=CN(C1I)CC(=O)N1CCN(CC1)C(=O)OC(C)(C)C tert-butyl 4-[2-(4-bromo-5-iodo-1H-imidazol-1-yl) acetyl]Piperazine-1-carboxylate